17β-estradiol-2,3,4-13C3 C[C@]12CC[C@H]3[C@H]([C@@H]1CC[C@@H]2O)CCC4=C3C=[13CH][13C](=[13CH]4)O